N-(4-(4-benzylpiperazin-1-yl)quinolin-3-yl)-4-nitrobenzamide C(C1=CC=CC=C1)N1CCN(CC1)C1=C(C=NC2=CC=CC=C12)NC(C1=CC=C(C=C1)[N+](=O)[O-])=O